N-((7-(5-(difluoromethyl)-1,3,4-oxadiazol-2-yl)imidazo[1,2-a]pyridin-2-yl)methyl)pyridin-3-amine FC(C1=NN=C(O1)C1=CC=2N(C=C1)C=C(N2)CNC=2C=NC=CC2)F